1,6,7-trimethylnaphthalene CC1=CC=CC2=CC(=C(C=C12)C)C